(S)-7'-(3,5-difluorophenyl)-1-(2,3,6-trifluorobenzoyl)dihydro-1'H,3'H,5'H-spiro[piperidine-4,2'-pyrazolo[1,2-a]pyrazol]-1'-one FC=1C=C(C=C(C1)F)[C@@H]1CCN2N1C(C1(C2)CCN(CC1)C(C1=C(C(=CC=C1F)F)F)=O)=O